C1(=CC=CC=C1)C1=NC(=NC(=N1)C1=CC=CC=C1)C1=CC=C(C=C1)C(C(=O)O)=C (4-(4,6-diphenyl-1,3,5-triazin-2-yl)phenyl)acrylic acid